ClC1=CC(=NC=C1)NC(CCC1=CC=CC=C1)=O N-(4-chloropyridin-2-yl)-3-phenylpropanamide